O1C2=C(OCC1)C=C(C=C2)CCO 2-(2,3-dihydrobenzo[b][1,4]dioxin-6-yl)ethanol